2-Amino-5-(1,1-difluoroeth-2-yl)pyrimidine-4,6-diol NC1=NC(=C(C(=N1)O)CC(F)F)O